ClC1=CC(=C(C=C1)C1=C2C(N(C(=NC2=CC=C1N1CC(OCC1)C=1C=NN(C1)C)C)C)=O)F (4-chloro-2-fluorophenyl)-2,3-dimethyl-6-(2-(1-methyl-1H-pyrazol-4-yl)morpholino)quinazolin-4(3H)-one